C(C)N1N=CC(=C1)C1=CC(=CC(=N1)N1CC2(C=3C=NC(=CC31)NC(C)=O)CC2)C N-(1'-(6-(1-ethyl-1H-pyrazol-4-yl)-4-methylpyridin-2-yl)-1',2'-dihydrospiro[cyclopropane-1,3'-pyrrolo[3,2-c]pyridin]-6'-yl)acetamide